N-(4-((3R,4R)-3-amino-4-methylpyrrolidin-1-yl)-2-(3-(trifluoromethyl)bicyclo[1.1.1]pentan-1-yl)-2H-indazol-5-yl)-1-(2,6-difluorophenyl)-6-oxo-1,6-dihydropyridazine-3-carboxamide N[C@H]1CN(C[C@H]1C)C=1C2=CN(N=C2C=CC1NC(=O)C1=NN(C(C=C1)=O)C1=C(C=CC=C1F)F)C12CC(C1)(C2)C(F)(F)F